(3S)-hydroxybutyric acid (3R)-hydroxybutyl ester OCCCCOC(C(CC)O)=O